5α-cholest-8(14)-ene-3β,15α-diol CC(C)CCC[C@@H](C)[C@H]1C[C@@H](C2=C3CC[C@H]4C[C@H](CC[C@]4(C)[C@H]3CC[C@]12C)O)O